ethyl 2,4-dichloro-1,6-naphthyridine-3-carboxylate ClC1=NC2=CC=NC=C2C(=C1C(=O)OCC)Cl